6-(2-methylpiperidin-1-yl)pyridin-3-amine CC1N(CCCC1)C1=CC=C(C=N1)N